COC(=O)C1CC2(CCO2)C(C1)=O 8-oxo-1-oxaspiro[3.4]octane-6-carboxylic acid methyl ester